2-((2-decyltetradecyl)oxy)-2-oxoethane C(CCCCCCCCC)C(COC(C)=O)CCCCCCCCCCCC